1-[bis(2-ethylhexyl)aminomethyl]benzotriazole C(C)C(CN(CC(CCCC)CC)CN1N=NC2=C1C=CC=C2)CCCC